CN(C)[Hf] (dimethylamino)hafnium